CC1(CC1)C1=CC=C(C=C1)C1=CC=C(C=C1)ON1N=NC(=C1)C(=O)O ((4'-(1-methylcyclopropyl)-[1,1'-biphenyl]-4-yl)oxy)-1H-1,2,3-triazole-4-carboxylic acid